(4,6-dimethylpyridazin-3-yl)methylamine hydrochloride Cl.CC1=C(N=NC(=C1)C)CN